tert-butyl ((4-chloropyridin-2-yl)methyl)carbamate ClC1=CC(=NC=C1)CNC(OC(C)(C)C)=O